NC1=CC(=NC(=N1)O)NC1=CC(=C2N(C1=O)C1(NC2=O)CCCCC1)C 6'-((6-amino-2-hydroxypyrimidin-4-yl)amino)-8'-methyl-2'H-spiro[cyclohexane-1,3'-imidazo[1,5-a]pyridine]-1',5'-dione